C(C)(C)(C)OC(=O)C1CCC(CC1)OC1=C(C(C(=O)OC)=CC=C1)C(=O)OC 1,2-dimethyl 3-{[(1r,4r)-4-(tert-butoxycarbonyl)cyclohexyl]oxy}phthalate